2-(4-chlorobenzyl)-N-(2-hydroxyethyl)-8-methyl-4,5-dihydro-2H-furo[2,3-g]indazole-7-carboxamide ClC1=CC=C(CN2N=C3C4=C(CCC3=C2)OC(=C4C)C(=O)NCCO)C=C1